OCC(=O)N[C@@H]1CC[C@H](CC1)C(=O)N(C[C@@H]1CC[C@H](CC1)C1=CC(=C(C=C1)OC)C)C1=CC(=CC=C1)C=1C=NN(C1)C(C)C trans-4-(2-Hydroxyacetamido)-N-(3-(1-isopropyl-1H-pyrazol-4-yl)phenyl)-N-((trans-4-(4-methoxy-3-methylphenyl)cyclohexyl)methyl)-cyclohexanecarboxamide